[Si](C)(C)(C(C)(C)C)OCC(NC(=S)N1[C@H](C2=CC=CC=C2CC1)C1=CC=C(C=C1)F)C1(CN(C1)C(=O)OC(C)(C)C)F tert-butyl 3-(2-((tert-butyldimethylsilyl)oxy)-1-((S)-1-(4-fluorophenyl)-1,2,3,4-tetrahydroisoquinoline-2-carbothioamido)ethyl)-3-fluoroazetidine-1-carboxylate